1-[3-[[5-[2-(3-chloro-2-fluoro-phenoxy)pyrimidin-5-yl]-3-pyridyl]amino]azetidin-1-yl]prop-2-en-1-one ClC=1C(=C(OC2=NC=C(C=N2)C=2C=C(C=NC2)NC2CN(C2)C(C=C)=O)C=CC1)F